ethyldiethoxy(4-vinylnaphthyl)silane C(C)[Si](C1=CC=C(C2=CC=CC=C12)C=C)(OCC)OCC